COC=1C=C2CN(CC2=CC1)C(CS(=O)(=O)C1=NC=CC=C1)=O 1-(5-methoxy-1,3-dihydro-2H-isoindol-2-yl)-2-(pyridin-2-ylsulfonyl)ethanone